(2S,4S)-1-(4-chlorophenylcarbamoyl)-4-methoxypyrrolidine-2-carboxylic acid ClC1=CC=C(C=C1)NC(=O)N1[C@@H](C[C@@H](C1)OC)C(=O)O